(E)-N-((dimethylamino)methylene)-5-fluoro-2-methylbenzamide CN(C)\C=N\C(C1=C(C=CC(=C1)F)C)=O